C(C1=CC=CC=C1)O[C@@]1(C(=O)O[C@@H]([C@]1(O)OCC1=CC=CC=C1)C(O)OCC1=CC=CC=C1)O 2,3,5-tribenzyloxy-D-ribono-1,4-lactone